N1(N=NC=C1)CC1CNCCC1 3-((1H-1,2,3-triazol-1-yl)methyl)piperidine